OCC1=C(C(=O)OCC=C)C=C(C=C1)[N+](=O)[O-] allyl 2-(hydroxymethyl)-5-nitrobenzoate